chloro-N-methyl-N-(3-(1-((1-methylcyclopropyl)sulfonyl)-1,2,3,6-tetrahydropyridin-4-yl)phenyl)-[1,2,4]triazolo[4,3-a]quinazolin-5-amine ClC1=NN=C2N1C1=CC=CC=C1C(=N2)N(C2=CC(=CC=C2)C=2CCN(CC2)S(=O)(=O)C2(CC2)C)C